CC1=C(C=C(C=2CCCC12)C(=O)O)OC[C@H](C)NS(=O)(=O)C(F)(F)F 7-methyl-6-[(2S)-2-(trifluoromethyl-sulfonyl-amino)propoxy]indane-4-carboxylic acid